3,3-dimethyl-2-{2-[(3R)-3-methylmorpholin-4-yl]-8-(1H-pyrazol-5-yl)-1,7-naphthyridin-4-yl}butan-2-ol CC(C(C)(O)C1=CC(=NC2=C(N=CC=C12)C1=CC=NN1)N1[C@@H](COCC1)C)(C)C